N-(3-(1-cyclopropyl-1H-benzo[d]imidazol-6-yl)-1H-pyrazol-5-yl)-4-((1-methylpiperidin-4-yl)amino)benzamide C1(CC1)N1C=NC2=C1C=C(C=C2)C2=NNC(=C2)NC(C2=CC=C(C=C2)NC2CCN(CC2)C)=O